1-(2,4,5-trifluorobenzyl)-1H-pyrazole-4-carboxylic acid FC1=C(CN2N=CC(=C2)C(=O)O)C=C(C(=C1)F)F